CC=1C=C(C=2N=CC=NC2C1)[2H] 7-methylquinoxalin-5-d